C1(=CC(=CC=C1)CN(S(=O)(=O)C1=CC=C(C=C1)C1=CC=CC=C1)C1=C(OC2=C1C=CC=C2)C(=O)O)C2=CC=CC=C2 (N-([1,1'-biphenyl]-3-ylmethyl)-[1,1'-biphenyl]-4-sulfonylamino)benzofuran-2-carboxylic acid